aminosalicylate NOC=1C(C(=O)[O-])=CC=CC1